ClC1=C(C=CC=C1)C=1N(C2=NC(=NC(=C2N1)N1CCC(CC1)(C(=O)N)C)N1CCSCC1)C1=CC=C(C=C1)Cl 1-[8-(2-chlorophenyl)-9-(4-chlorophenyl)-2-thiomorpholino-purin-6-yl]-4-methyl-piperidine-4-carboxamide